COC1=CC=C(CN(C2=NC=NN3C2=NC=C3C=3C=NN(C3)C=3C=C(C=CC3C)NC=3N=CC2=CC=C(C=C2C3)F)CC3=CC=C(C=C3)OC)C=C1 N-(3-(4-(4-(bis(4-methoxybenzyl)amino)imidazo[2,1-f][1,2,4]triazin-7-yl)-1H-pyrazol-1-yl)-4-methylphenyl)-6-fluoroisoquinolin-3-amine